7-(4-(4-((2,6-Dioxopiperidin-3-yl)amino)-2-fluorophenyl)piperazin-1-yl)heptanoic acid tert-butyl ester C(C)(C)(C)OC(CCCCCCN1CCN(CC1)C1=C(C=C(C=C1)NC1C(NC(CC1)=O)=O)F)=O